CN1C=CC2=C(C=CC(=C12)C)CN[C@H](C(=O)O)CCC(C)(C)C (S)-2-(((1,7-dimethyl-1H-indol-4-yl)methyl)amino)-5,5-dimethylhexanoic acid